C(C)C1=CN=C(S1)C=1C=C(C(=O)N[C@H](C)C2=NC=C(N=C2)C)C=C(C1)O[C@@H]1COCC1 3-(5-Ethyl-1,3-thiazol-2-yl)-N-[(1R)-1-(5-methylpyrazin-2-yl)ethyl]-5-[(3S)-tetrahydrofuran-3-yloxy]benzamide